tert-Butyl 4-(5-((6-(3-chloro-4,5-difluorophenyl)-4-(((methylsulfonyl)oxy)methyl)pyridin-2-yl)oxy)pyrimidin-2-yl)piperazine-1-carboxylate ClC=1C=C(C=C(C1F)F)C1=CC(=CC(=N1)OC=1C=NC(=NC1)N1CCN(CC1)C(=O)OC(C)(C)C)COS(=O)(=O)C